Cl.N1(CCCCCC1)C(=O)C1=CC2=C(C=N1)C(=NN2CC(F)(F)F)C=2C=NN1C2C=CC=C1 Azepan-1-yl-[3-pyrazolo[1,5-a]pyridin-3-yl-1-(2,2,2-trifluoro-ethyl)-1H-pyrazolo[4,3-c]pyridin-6-yl]-methanone hydrochloride